trimethoxyquinazolin-4(3H)-one COC1=C2C(N(C(=NC2=CC=C1)OC)OC)=O